L-phenylalanine tertbutyl ester C(C)(C)(C)OC([C@@H](N)CC1=CC=CC=C1)=O